[N+](=O)([O-])C(C(=O)O)CCCCCCCC(=O)O nitrosebacic acid